2-((4,5-dihydro-2H-spiro[furan-3,1'-indan]-6'-yl)oxy)acetic acid ethyl ester C(C)OC(COC1=CC=C2CCC3(C2=C1)COCC3)=O